ClC1=C(C=CC=2C(=C3N(C12)CCN(C3)C(=O)C3CC(N(C3)CCOC)=O)C=3C=NNC3)Cl 4-(6,7-dichloro-10-(1H-pyrazol-4-yl)-1,2,3,4-tetrahydropyrazino[1,2-a]indole-2-carbonyl)-1-(2-methoxyethyl)pyrrolidin-2-one